methyl-N-(tert-butoxycarbonyl)-O-((S)-2-((tert-butyldimethylsilyl)oxy)-4-(1,8-naphthyridin-2-yl)butyl)homoserine CN([C@@H](CCOC[C@H](CCC1=NC2=NC=CC=C2C=C1)O[Si](C)(C)C(C)(C)C)C(=O)O)C(=O)OC(C)(C)C